C1(=CC=CC2=CC=CC=C12)OCCC(O)C1=CC=CC=C1 3-(1-naphthoxy)-1-phenyl-1-propanol